1-(3-chloro-4-(6-(1-methylcyclopropoxy)-9-((4-methylpyridin-2-yl)methyl)-9H-purin-8-yl)benzyl)azetidin-3-ol ClC=1C=C(CN2CC(C2)O)C=CC1C=1N(C2=NC=NC(=C2N1)OC1(CC1)C)CC1=NC=CC(=C1)C